C(C)OC1=NC2=C(N1CC1=CC=C(C=C1)C1=C(C=CC(=C1)C1=NC=C(C=C1)C)C1=NOC(N1)=O)C(=CC=C2)C(=O)O 2-ethoxy-1-((5'-(5-methylpyridin-2-yl)-2'-(5-oxo-4,5-dihydro-1,2,4-oxadiazol-3-yl)-[1,1'-biphenyl]-4-yl)methyl)-1H-benzo[d]imidazole-7-carboxylic Acid